COC1=NC(=NC(=C1)OC)NC(=O)N 1-(4,6-dimethoxypyrimidin-2-yl)urea